COC(=O)[C@@]1(N(C(C2=CC(=CC=C12)F)=O)CC1=CC=C(C=C1)OC)CC(=C)C |r| rac-5-fluoro-2-(4-methoxybenzyl)-1-(2-methylallyl)-3-oxoisoindoline-1-carboxylic acid methyl ester